O[C@H](CO)C1=NC=C(C=N1)NC(=O)[C@@H]1O[C@]([C@H]([C@H]1C1=C(C(=CC=C1)C(F)(F)F)OC)C)(C(F)(F)F)C (2R,3S,4S,5R)-N-(2-((S)-1,2-dihydroxyethyl)pyrimidin-5-yl)-3-(2-methoxy-3-(trifluoromethyl)phenyl)-4,5-dimethyl-5-(trifluoromethyl)tetrahydrofuran-2-carboxamide